C1(=CC=CC=C1)N1C2=CC=CC=C2C=2C=C3C(=CC12)NC=1C=CC=CC13 5,7-dihydro-5-phenylindolo[2,3-b]carbazole